OC1(COC1)C1=NC=C(C=N1)O 2-(3-hydroxyoxetan-3-yl)pyrimidin-5-ol